FC(CO)(C1=C(C(=CC=C1)[C@@H](C)NC1=NC(=NC2=CC3=C(C=C12)CCCO3)C)F)F (R)-2,2-difluoro-2-(2-fluoro-3-(1-((2-methyl-7,8-dihydro-6H-pyrano[3,2-g]quinazolin-4-yl)amino)ethyl)phenyl)ethan-1-ol